methyl (2R,3S,4S,5R)-3-(3,4-difluoro-2-hydroxy-phenyl)-4,5-dimethyl-5-(trifluoromethyl)tetrahydrofuran-2-carboxylate FC=1C(=C(C=CC1F)[C@H]1[C@@H](O[C@]([C@H]1C)(C(F)(F)F)C)C(=O)OC)O